2-(5-(4-((methyl(piperidin-4-yl)amino)methyl)-4-phenylpiperidin-1-yl)pyridazin-3-yl)phenol CN(C1CCNCC1)CC1(CCN(CC1)C=1C=C(N=NC1)C1=C(C=CC=C1)O)C1=CC=CC=C1